5-(4-methyl-4-(N-morpholinyl)piperidin-1-yl)pyridin-2-amine CC1(CCN(CC1)C=1C=CC(=NC1)N)N1CCOCC1